8-(2,4-difluorophenyl)-2,3-dimethyl-6-((2r,6s)-2-methyl-6-(2-methylpyridin-4-yl)morpholino)pyrimido[5,4-d]pyrimidin-4(3H)-one FC1=C(C=CC(=C1)F)C1=NC(=NC2=C1N=C(N(C2=O)C)C)N2C[C@H](O[C@H](C2)C2=CC(=NC=C2)C)C